2-(6-Amino-2-fluoropyridin-3-yl)-2-oxoethyl (3S)-7-(3-chloro-2-fluoro-6-(1H-tetrazol-1-yl)phenyl)-1-methoxy-5-oxo-1,2,3,5-tetrahydroindolizine-3-carboxylate ClC=1C(=C(C(=CC1)N1N=NN=C1)C1=CC(N2[C@@H](CC(C2=C1)OC)C(=O)OCC(=O)C=1C(=NC(=CC1)N)F)=O)F